5-{3-[2-hydroxy-6-methyl-4-(trifluoromethyl)phenyl]-5-methyl-7H-pyrrolo[2,3-c]pyridazin-7-yl}bicyclo[3.1.1]heptan-1-ol OC1=C(C(=CC(=C1)C(F)(F)F)C)C1=CC2=C(N=N1)N(C=C2C)C21CCCC(C2)(C1)O